C12C=C(CCC1C2(C)C)C=O 2-caren-10-al